tert-butyl 2-cyclopentyl-4-(7-hydroxyquinazolin-4-yl)benzoate C1(CCCC1)C1=C(C(=O)OC(C)(C)C)C=CC(=C1)C1=NC=NC2=CC(=CC=C12)O